FC1=C(C(=C(C(=C1F)S)F)F)O 2,3,5,6-tetrafluoro-4-mercaptophenol